5-[2-(2,4-Difluoro-5-methoxy-phenylamino)-5-methyl-pyrimidin-4-ylamino]-3H-benzooxazol-2-one FC1=C(C=C(C(=C1)F)OC)NC1=NC=C(C(=N1)NC=1C=CC2=C(NC(O2)=O)C1)C